1,4-dimethyl-2-aminobenzene CC1=C(C=C(C=C1)C)N